ethyl 3-(4-bromo-2-methoxyphenyl)-4,4,4-trifluorobutanoate BrC1=CC(=C(C=C1)C(CC(=O)OCC)C(F)(F)F)OC